(2R,3S)-3-((5-fluoro-2-(2-methoxy-7-methylquinoxalin-5-yl)benzo[d]thiazol-6-yl)oxy)butan-2-ol FC=1C(=CC2=C(N=C(S2)C2=C3N=CC(=NC3=CC(=C2)C)OC)C1)O[C@H]([C@@H](C)O)C